C(C=C)C1[C@H](N(CC1=O)C(=O)OC(C)(C)C)C(=O)OC (2S)-1-tert-butyl 2-methyl 3-allyl-4-oxopyrrolidine-1,2-dicarboxylate